1-(6-cyclopropyl-4-(cyclopropyl(4-methyl-4H-1,2,4-triazol-3-yl)methyl)pyridin-2-yl)-6-fluoro-4-(((2-methoxyethyl)amino)methyl)benzo[cd]indol-2(1H)-one C1(CC1)C1=CC(=CC(=N1)N1C(C2=C3C(C(=CC=C13)F)=CC(=C2)CNCCOC)=O)C(C2=NN=CN2C)C2CC2